8-acetyl-3,6-dimethyl-2-morpholino-quinoline C(C)(=O)C=1C=C(C=C2C=C(C(=NC12)N1CCOCC1)C)C